phenylbis(2,4,6-trimethylphenylvinyl)phosphine oxide C1(=CC=CC=C1)P(C=CC1=C(C=C(C=C1C)C)C)(C=CC1=C(C=C(C=C1C)C)C)=O